C(C1=CC=CC=C1)OC1=C(C=C(C=C1)Br)C=1OC2=C(N1)C=CC=C2 1-benzyloxy-2-(benzoxazol-2-yl)-4-bromobenzene